C1(=CC=CC2=CC=CC=C12)OC(=O)C1C2C=CC(C1)C2 5-(1-naphthyloxycarbonyl)-bicyclo[2.2.1]Hept-2-ene